Tri-tert-butylphosphonium tetrafluoroborat F[B-](F)(F)F.C(C)(C)(C)[PH+](C(C)(C)C)C(C)(C)C